Cl.FC1=C(C=C(C=C1)NC1CC(C1)N)C(F)(F)F N-(4-fluoro-3-(trifluoromethyl)phenyl)cyclobutane-1,3-diamine hydrochloride